O=C(CC(=O)OC(C)(C)C)C.[Zr+4] zirconium(IV) t-butyl 3-oxobutanoate